(R)-6-(5-(((1-(2-chloropyridin-3-yl)ethoxy)carbonyl)amino)-1-methyl-1H-1,2,3-triazol-4-yl)-2-methylnicotinic acid ClC1=NC=CC=C1[C@@H](C)OC(=O)NC1=C(N=NN1C)C1=NC(=C(C(=O)O)C=C1)C